The molecule is an N-acetylated alpha-(2->8)-linked homosialopolysaccharide consisting of five alpha-D-N-acetylneuraminyl residues joined by (2->8) linkages (i.e. [8)-alpha-Neu5Ac-(2->]n where n = 5). It is an [8)-alpha-Neu5Ac-(2->]n and an amino pentasaccharide. CC(=O)N[C@@H]1[C@H](C[C@@](O[C@H]1[C@@H]([C@@H](CO)O[C@@]2(C[C@@H]([C@H]([C@@H](O2)[C@@H]([C@@H](CO)O[C@@]3(C[C@@H]([C@H]([C@@H](O3)[C@@H]([C@@H](CO)O[C@@]4(C[C@@H]([C@H]([C@@H](O4)[C@@H]([C@@H](CO)O[C@@]5(C[C@@H]([C@H]([C@@H](O5)[C@@H]([C@@H](CO)O)O)NC(=O)C)O)C(=O)O)O)NC(=O)C)O)C(=O)O)O)NC(=O)C)O)C(=O)O)O)NC(=O)C)O)C(=O)O)O)(C(=O)O)O)O